CCCC(CC)=O n-hexane-4-Al